7-[4-(4-methylpiperazin-1-yl)phenyl]-3,7-dihydro-4H-pyrrolo[2,3-d]pyrimidin-4-one CN1CCN(CC1)C1=CC=C(C=C1)N1C=CC2=C1N=CNC2=O